O=C(C(C(C(C(C=O)=O)=O)=O)=O)CCCCCCCCCCCC hexaoxooctadecane